ClC1=CC=C(C=C1)[C@@]1(N(C(C2=CC(=CC(=C12)F)C(=O)C=1C=NN(C1)C)=O)CC1=NC=C(C#N)C=C1)OCC1(CC1)C#N (R)-6-((1-(4-chlorophenyl)-1-((1-cyanocyclopropyl)methoxy)-7-fluoro-5-(1-methyl-1H-pyrazole-4-carbonyl)-3-oxoisoindolin-2-yl)methyl)nicotinonitrile